5-(3-((5-(5-((1r,3r)-3-((5-(5H-pyrido[4,3-b]indol-7-yl)pyridin-2-yl)oxy)cyclobutoxy)pyridin-2-yl)pent-4-yn-1-yl)oxy)azetidin-1-yl)-2-(2,6-dioxopiperidin-3-yl)isoindoline-1,3-dione C1=NC=CC=2NC=3C=C(C=CC3C21)C=2C=CC(=NC2)OC2CC(C2)OC=2C=CC(=NC2)C#CCCCOC2CN(C2)C=2C=C1C(N(C(C1=CC2)=O)C2C(NC(CC2)=O)=O)=O